(R)-2-((tert-butoxycarbonyl)amino)-3-(((S)-1-(((S)-1-((4-(hydroxymethyl)phenyl)amino)-1-oxo-5-ureidopentan-2-yl)amino)-3-methyl-1-oxobutan-2-yl)amino)-3-oxopropane-1-sulfonic acid C(C)(C)(C)OC(=O)N[C@@H](CS(=O)(=O)O)C(=O)N[C@H](C(=O)N[C@H](C(=O)NC1=CC=C(C=C1)CO)CCCNC(=O)N)C(C)C